5-(((tert-butoxycarbonyl)-amino)methyl)-2-meth-ylbenzoic acid C(C)(C)(C)OC(=O)NCC=1C=CC(=C(C(=O)O)C1)C